C(#N)C1=CC=C(C=C1)[C@H](C)NC(=O)[C@H]1N(C[C@@H](C1)O)C(=O)OC(C)(C)C (2S,4R)-tert-butyl 2-(((S)-1-(4-Cyanophenyl)ethyl)carbamoyl)-4-hydroxypyrrolidine-1-carboxylate